Cl.C(#N)C1=CNC2=C(C=CC(=C12)C)NS(=O)(=O)C1=CC=CC=C1 N-(3-cyano-4-methyl-1H-indol-7-yl)benzene-1-sulfonamide hydrochloride